C1(CC1)C=1C(=C2C=NNC2=CC1C)C1=C(C=2N=C(N=C(C2C=N1)N1CC(CCCC1)=O)OC[C@]12CCCN2C[C@@H](C1)F)F 1-(7-(5-cyclopropyl-6-methyl-1H-indazol-4-yl)-8-fluoro-2-(((2R,7aS)-2-fluorotetrahydro-1H-pyrrolizin-7a(5H)-yl)methoxy)pyrido[4,3-d]pyrimidin-4-yl)azepan-3-one